ClC=1N=CC=2NC(C3=C(N(C2N1)CC)SC(=N3)C)=O 6-chloro-4-ethyl-2-methyl-4,9-dihydro-10H-pyrimido[5,4-b]thiazolo[5,4-e][1,4]diazepin-10-one